C1(CC1)C#C[C@@]1(N(C(NC2=CC(=CC=C12)CO)=O)C)C(F)(F)F (S)-4-(cyclopropylethynyl)-7-(hydroxymethyl)-3-methyl-4-(trifluoromethyl)-3,4-dihydroquinazolin-2(1H)-one